trans-4-[(7S)-6-(methoxycarbonyl)-7-methyl-2-[(2R)-1-phenylpropan-2-yl]-3H,6H,7H,8H,9H-imidazo[4,5-f]quinolin-3-yl]cyclohexane-1-carboxylic acid COC(=O)N1[C@H](CCC2=C3C(=CC=C12)N(C(=N3)[C@@H](CC3=CC=CC=C3)C)[C@@H]3CC[C@H](CC3)C(=O)O)C